C(C)OC[C@@H](CCCN1C(C2=CC(=C(C=C2C=C1)C1=NC=C(C=N1)C(F)(F)F)F)=O)NC=1C=NNC(C1C(F)(F)F)=O (R)-2-(5-ethoxy-4-((6-oxo-5-(trifluoromethyl)-1,6-dihydropyridazin-4-yl)amino)pentyl)-7-fluoro-6-(5-(trifluoromethyl)pyrimidin-2-yl)isoquinolin-1(2H)-one